butylbicarbonate C(CCC)OC(O)=O